Cl.FC1=CC=C(C(=O)C=2C=C(C=CC2)\C=C/2\C(N\C(\C(N2)=O)=C/C=2N=C(NC2C2CC2)C(CC)C2NCCOC2)=O)C=C1 (3Z,6Z)-3-(3-(p-Fluorobenzoyl)phenyl)methylene-6-((5-cyclopropyl-1-(3-morpholinyl)propylimidazol-4-yl)methylene)piperazine-2,5-dione, hydrochloride